COC=1C(=NC(=CC1)[N+](=O)[O-])C1=CC=C(S1)C(=O)O 5-(3-methoxy-6-nitropyridin-2-yl)thiophene-2-carboxylic acid